N-(4-chloro-3(s)-methyl-pyrazole-1-yl-methyl)-formamide ClC=1C(=NN(C1)CNC=O)C